S1C=CC=2CN(CCC21)CC=2C=C1CN(C(C1=CC2)=O)C2C(NC(CC2)=O)=O 3-(5-((6,7-dihydrothieno[3,2-c]pyridin-5(4H)-yl)methyl)-1-oxoisoindolin-2-yl)piperidine-2,6-dione